COC=1C=C2C(=C(C(N(C2=CC1O[C@@H]1COCC1)C)=O)C#N)N1CCC(CC1)C=1OC2=C(N1)C=C(C=C2)C 6-Methoxy-1-methyl-4-[4-(5-methyl-1,3-benzoxazol-2-yl)piperidin-1-yl]-2-oxo-7-{[(3S)-oxolan-3-yl]oxy}-1,2-dihydro-quinoline-3-carbonitrile